1-(4-fluoro-2-methylphenylethyl)guanidine FC1=CC(=C(C=C1)CCNC(=N)N)C